CCC(CC)NC(=O)C1=CN=C(O1)C=1C=C(C=CC1)C1=CC(=NN1)C(=O)N[C@H](CCSC)C(=O)OC methyl (5-(3-(5-(pentan-3-ylcarbamoyl)oxazol-2-yl)phenyl)-1H-pyrazole-3-carbonyl)-D-methioninate